4-bromomethylfurfural BrCC=1C=C(C=O)OC1